COC1=C(C=C(C(=C1)C=1CCN(CC1)C)N)N 4-methoxy-6-(1-methyl-1,2,3,6-tetrahydropyridin-4-yl)benzene-1,3-diamine